C(N)([S-])=S.[Pt+2].C(N)([S-])=S PLATINUM(II) DITHIOCARBAMATE